COC(=O)C1CCC(CC1)C(NC)=O 4-(methylcarbamoyl)cyclohexane-1-carboxylic acid methyl ester